FC(C(=O)N1C(C2=CC=CC=C2C(C1)O)CC(C)C)(F)F 2,2,2-trifluoro-1-(4-hydroxy-1-isobutyl-3,4-dihydro-1H-isoquinolin-2-yl)ethanone